3-[4-(propan-2-yloxy)phenyl]benzene CC(C)OC1=CC=C(C=C1)C=1C=CC=CC1